COC1=CC=C(C=C1)NNC(=O)C1N(CCN(C1)C(=O)OC(C)(C)C)C(=O)OC(C)(C)C di-tert-butyl 2-(2-(4-methoxyphenyl)hydrazine-1-carbonyl)piperazine-1,4-dicarboxylate